4-((S)-3-aminopiperidin-1-yl)-N-(5-fluoro-6-(2-fluoro-6-methoxyphenyl)pyridin-2-yl)-5-(1-(2,2,2-trifluoroethyl)-1H-pyrazol-4-yl)pyridin-2-amine hydrochloride Cl.N[C@@H]1CN(CCC1)C1=CC(=NC=C1C=1C=NN(C1)CC(F)(F)F)NC1=NC(=C(C=C1)F)C1=C(C=CC=C1OC)F